BrC=1C=C(C=CC1F)CC(C(=O)O)(F)F 3-bromo-α,α,4-trifluoro-phenylpropionic acid